C(C)N(C=1C=C(C=CC1)N(C(=O)C=1NC=CN1)C)C(C1=C(C=CC=C1)F)=O N-[3-[ethyl-(2-fluorobenzoyl)amino]phenyl]-N-methyl-1H-imidazole-2-carboxamide